N1N=CC(=C1)CCCC1=C(C(=O)N)C=CC(=C1C#CC1=CC=C(C=C1)F)S(=O)(=O)CC1=NN(C=C1)C (3-(1H-pyrazol-4-yl)propyl)-3-((4-fluorophenyl)ethynyl)-4-(((1-methyl-1H-pyrazol-3-yl)methyl)sulfonyl)benzamide